1-(3-(2-chloro-5-cyclopropylpyrimidin-4-ylamino)propyl)pyrrolidin-2-one ClC1=NC=C(C(=N1)NCCCN1C(CCC1)=O)C1CC1